C(C)OC(=O)N1CC2(CC(C2)N2C[C@H]3C([C@H]3C2)C(NC2(CCC2)C)=O)CC1 2-{(1r,5s,6r)-6-[(1-methylcyclobutyl)carbamoyl]-3-azabicyclo[3.1.0]hex-3-yl}-6-azaspiro[3.4]octane-6-carboxylic acid ethyl ester